(R)-4-((4-(4-(dimethylamino)piperidin-1-yl)-1-(phenylthio)butan-2-yl)amino)-3-((trifluoromethyl)sulfonyl)benzenesulfonamide CN(C1CCN(CC1)CC[C@H](CSC1=CC=CC=C1)NC1=C(C=C(C=C1)S(=O)(=O)N)S(=O)(=O)C(F)(F)F)C